CN(C(OC(C)(C)C)=O)[C@@H]1COC2=C1C=CC(=C2)S(=O)(=O)C tert-butyl (S)-methyl(6-(methylsulfonyl)-2,3-dihydrobenzofuran-3-yl)carbamate